ethyl 2-(cyclobutylamino)-2-oxoacetate C1(CCC1)NC(C(=O)OCC)=O